(R)-2-((1-(2-(4-(2-(dimethylamino)ethoxy)phenyl)-3,6-dimethyl-4-oxo-4H-chromen-8-yl)ethyl)amino)benzoic acid CN(CCOC1=CC=C(C=C1)C=1OC2=C(C=C(C=C2C(C1C)=O)C)[C@@H](C)NC1=C(C(=O)O)C=CC=C1)C